2-[4-(difluoromethyl)-6-[4-(4-hydroxy-4-methyl-1-piperidyl)phenyl]-7-methyl-indazol-2-yl]-2-[(6R)-6-fluoro-6,7-dihydro-5H-pyrrolo[1,2-c]imidazol-1-yl]-N-thiazol-2-yl-acetamide FC(C=1C2=CN(N=C2C(=C(C1)C1=CC=C(C=C1)N1CCC(CC1)(C)O)C)C(C(=O)NC=1SC=CN1)C1=C2N(C=N1)C[C@@H](C2)F)F